CC1=C(C(=O)O)C(=CC=C1)N1CCC2(CC2)CC1 2-methyl-6-(6-azaspiro[2.5]oct-6-yl)benzoic acid